C12CN(CC(CC1)N2)C2=NC(=NC1=C(C(=C(C=C21)CC)C2=CC=C(C=1SC(=C(C12)C#N)N)F)F)OCC12COC(C1)(C2)C 4-(4-(3,8-diazabicyclo[3.2.1]oct-3-yl)-6-ethyl-8-fluoro-2-((1-methyl-2-oxabicyclo[2.1.1]hexane-4-yl)methoxy)quinazolin-7-yl)-2-amino-7-fluorobenzo[b]thiophene-3-carbonitrile